N1C(NC(NC1=O)=O)=O 1,3,5-triazin-2,4,6(1H,3H,5H)-trione